5-phenyl-6-(2-chlorophenyl)-1H-benzimidazole-1-carboxylic acid methyl ester COC(=O)N1C=NC2=C1C=C(C(=C2)C2=CC=CC=C2)C2=C(C=CC=C2)Cl